C(C)(C)(C)NS(=O)(=O)C1=CC(=NC(=C1)Cl)Cl N-tert-butyl-2,6-dichloro-pyridine-4-sulfonamide